N-ethyl-perfluorooctyl-sulfamide ethyl-acrylate C(C)OC(C=C)=O.C(C)N(S(=O)(=O)N(F)F)C(C(C(C(C(C(C(C(F)(F)F)(F)F)(F)F)(F)F)(F)F)(F)F)(F)F)(F)F